FC1=CC=C(C(=O)C=2C=NC3=CC(=CC=C3C2OC2=CC=C(C=C2)/C=C/C(=O)O)O)C=C1 (E)-3-(4-((3-(4-fluorobenzoyl)-7-hydroxyquinolin-4-yl)oxy)phenyl)acrylic acid